7-bromo-2-chloro-8-fluoro-4-(1,4-oxaazepan-4-yl)quinazoline-6-carbonitrile BrC1=C(C=C2C(=NC(=NC2=C1F)Cl)N1CCOCCC1)C#N